(4R-CIS)-6-cyanomethyl-2,2-dimethyl-1,3-dioxane-4-acetic acid tert-butyl ester C(C)(C)(C)OC(C[C@@H]1OC(O[C@@H](C1)CC#N)(C)C)=O